NC1=NC=CC(=N1)Cl 2-amino-4-chloropyrimidine